CN1C(CCCC1)CCCN1C2=CC=CC=C2SC=2C=CC(=CC12)SC 10-(3-(1-methylpiperidin-2-yl)propyl)-2-(methylsulfanyl)-10H-phenothiazine